bis(4-tert-butylphenyl)iodonium tetrakis(pentafluorophenyl)borate FC1=C(C(=C(C(=C1[B-](C1=C(C(=C(C(=C1F)F)F)F)F)(C1=C(C(=C(C(=C1F)F)F)F)F)C1=C(C(=C(C(=C1F)F)F)F)F)F)F)F)F.C(C)(C)(C)C1=CC=C(C=C1)[I+]C1=CC=C(C=C1)C(C)(C)C